2-(((S)-(perfluorophenoxy)(phenoxy)phosphoryl)amino)propanoate FC1=C(O[P@@](=O)(OC2=CC=CC=C2)NC(C(=O)[O-])C)C(=C(C(=C1F)F)F)F